C(C)C1=C(C=NC2=C(C=CC=C12)C1=C(C(=CC(=C1)F)F)F)N 4-ethyl-8-(2,3,5-trifluorophenyl)quinolin-3-amine